(E)-4-(Pyridin-3-yl)but-3-enoic acid N1=CC(=CC=C1)/C=C/CC(=O)O